1-(1-bicyclo[1.1.1]pentanyl)-3-[(1S)-1-[3-(trifluoromethyl)phenyl]ethyl]urea C12(CC(C1)C2)NC(=O)N[C@@H](C)C2=CC(=CC=C2)C(F)(F)F